2-methyl-5-(trans-2-phenylcyclopropyl)benzofuran-3-carboxylic acid CC=1OC2=C(C1C(=O)O)C=C(C=C2)[C@H]2[C@@H](C2)C2=CC=CC=C2